ClCC=1C(=NN(C1)C)C(F)(F)F 4-(chloromethyl)-1-methyl-3-(trifluoromethyl)-1H-pyrazole